C(=O)O.C(C(C)C)N1CC(CCC1)C(=O)N1CCN(CC1)C1=NC(=NO1)C1=CC=C(C=C1)OC (1-Isobutylpiperidin-3-yl)(4-(3-(4-methoxyphenyl)-1,2,4-oxadiazol-5-yl)piperazin-1-yl)methanone formate